C(#N)C=1C=C2C(=CC1)C(OC21CCN(CC1)CC=1C=NN(C1)C1=CC=CC=C1)C(=O)N 5-cyano-1'-[(1-phenylpyrazol-4-yl)methyl]spiro[1H-isobenzofuran-3,4'-piperidine]-1-carboxamide